(5-methyl-2-carbonyl-1,3-dioxane-5-yl) methyl-2-bromo-2-methylpropionate CCC(C(=O)OC1(COC(OC1)=C=O)C)(C)Br